C(C)(C)(C)OC([C@@H](NS(=O)(=O)C1=C(C(=C(C=C1C)OC)C)C)CCCNC(N)=N)=O (4-methoxy-2,3,6-trimethylbenzenesulfonyl)-L-arginine-tert-butyl ester